1-(3-fluoropyridin-4-yl)-2-(pyridin-3-yl)ethane-1,2-dione FC=1C=NC=CC1C(C(=O)C=1C=NC=CC1)=O